bisulfate (hydrogen sulfate) S(=O)(=O)(O)O.S(O)(O)(=O)=O